N[C@H](C(=O)O)CC1=CN=NC=C1 (2S)-2-amino-3-pyridazin-4-yl-propanoic acid